tert-butyl N-ethyl-N-(piperidin-4-yl)carbamate C(C)N(C(OC(C)(C)C)=O)C1CCNCC1